C(C1=CC=CC=C1)C1CCN(CC1)C(CNC1=CC=CC=C1)C N-(2-(4-benzylpiperidine-1-yl)propyl)aniline